1-((3S,4R)-3-fluoro-4-((8-(4-(trifluoromethyl)phenyl)pyrido[3,4-b]pyrazin-5-yl)amino)pyrrolidin-1-yl)prop-2-en-1-one F[C@H]1CN(C[C@H]1NC1=NC=C(C=2C1=NC=CN2)C2=CC=C(C=C2)C(F)(F)F)C(C=C)=O